1-(4-((5,5-dimethyl-2,4-dioxo-3-((2-(trimethylsilyl)ethoxy)methyl)imidazolidin-1-yl)methyl)-4-methylcyclohexyl)-3-(4,4,4-trifluorobutyl)pyrimidine-2,4,6(1H,3H,5H)-trione CC1(C(N(C(N1CC1(CCC(CC1)N1C(N(C(CC1=O)=O)CCCC(F)(F)F)=O)C)=O)COCC[Si](C)(C)C)=O)C